N-(cyclobutylmethyl)-1-[2-[[4-(6-methoxy-1H-indazol-4-yl)triazol-1-yl]methyl]imidazo[1,2-a]pyridin-6-yl]methanamine C1(CCC1)CNCC=1C=CC=2N(C1)C=C(N2)CN2N=NC(=C2)C2=C1C=NNC1=CC(=C2)OC